NCCCN1C(CCC1)=O 1-(3-aminopropyl)pyrrolidin-2-one